5-bromo-2-methyl-1,3-thiazole BrC1=CN=C(S1)C